COC1=CC2=CC3=C(C(OC3)=O)C(=C2C=C1OC)C=1C=NC(=NC1)N1[C@H](CCC1)CN1CCCC1 (R)-6,7-dimethoxy-9-(2-(2-(pyrrolidin-1-ylmethyl)pyrrolidin-1-yl)pyrimidin-5-yl)naphtho[2,3-c]furan-1(3H)-one